{2-(4-Bromo-2-methyl-2H-pyrazol-3-yl)-4-[3-(4-chlorophenyl)-ureido]-phenoxy}-acetic acid BrC1=C(N(N=C1)C)C1=C(OCC(=O)O)C=CC(=C1)NC(=O)NC1=CC=C(C=C1)Cl